OC1(CCC(CC1)NC1=NN2C(C=N1)=C(C=C2)C2=CC=C1C(=N2)N(C(=N1)C)CC(C#N)(C)C)C 3-(5-(2-((cis-4-Hydroxy-4-methylcyclohexyl)amino)pyrrolo[2,1-f][1,2,4]triazin-5-yl)-2-methyl-3H-imidazo[4,5-b]pyridin-3-yl)-2,2-dimethylpropanenitrile